C1(=CC=CC=C1)C=1N=C(SC1OC1=CC(=NC=C1)NC1=NC=C(C(=O)O)C=C1)C(F)(F)F 6-((4-((4-phenyl-2-(trifluoromethyl)thiazol-5-yl)oxy)pyridin-2-yl)amino)nicotinic acid